(Z)-(4-((2-aminomethyl-3-fluoroallyl)oxy)-3-fluorophenyl)-(5-chloro-3,4-dihydroisoquinolin-2(1H)-yl)methanone trifluoroacetate FC(C(=O)O)(F)F.NC/C(/COC1=C(C=C(C=C1)C(=O)N1CC2=CC=CC(=C2CC1)Cl)F)=C/F